C(C)(C)N(C=O)C1C(CCCC1)NC1=CC=CC=C1 N-isopropyl-N-(2-(phenylamino)cyclohexyl)carboxamide